Cl.NCCN1C2=C(N=C3C(NC(N=C13)=O)=O)C=C(C(=C2)C)C 10-(2-Aminoeth-1-yl)-7,8-dimethyl-[3H,10H]-benzo[g]pteridine-2,4-dion Hydrochlorid